5-chloro-2-((1-(6-fluoro-2-(5-fluoropyridin-2-yl)-3-deutero-methyl-4-oxo-3,4-dihydro-quinazolin-8-yl)ethyl)amino)benzoic acid tert-butyl ester C(C)(C)(C)OC(C1=C(C=CC(=C1)Cl)NC(C)C=1C=C(C(=C2C(N(C(=NC12)C1=NC=C(C=C1)F)[2H])=O)C)F)=O